tert-butyl ((3S,6S,8R,9R,10aR)-9-hydroxy-8-methyl-5-oxo-3-((S)-3-phenylpyrrolidine-1-carbonyl)decahydropyrrolo[1,2-a]azocin-6-yl)carbamate O[C@@H]1C[C@@H]2N(C([C@H](C[C@H]1C)NC(OC(C)(C)C)=O)=O)[C@@H](CC2)C(=O)N2C[C@@H](CC2)C2=CC=CC=C2